FC(OC=1C=2CCCC2C(=C2CCCC12)NC(=O)N=S(=O)(N)C1=CN=C(S1)C(C)(C)O)F N'-(8-(difluoromethoxy)-1,2,3,5,6,7-hexahydro-s-indacen-4-ylcarbamoyl)-2-(2-hydroxypropan-2-yl)thiazole-5-sulfonimidamide